FC1=C(C=CC=C1)P(OC)(OC)=O dimethyl (2-fluorophenyl)phosphonate